3-trifluoromethylphenothiazine FC(C=1C=CC=2NC3=CC=CC=C3SC2C1)(F)F